methyl 7-(6-methoxyindolin-1-yl)-7-oxoheptanoate COC1=CC=C2CCN(C2=C1)C(CCCCCC(=O)OC)=O